3-(2-cyclopentylethoxy)-4-(4-methylpiperazin-1-yl)aniline C1(CCCC1)CCOC=1C=C(N)C=CC1N1CCN(CC1)C